3-(4-(4-(4-(benzisoxazol-3-yl)piperazin-1-yl)butyl)-1-oxoisoindolin-2-yl)piperidine-2,6-dione O1N=C(C2=C1C=CC=C2)N2CCN(CC2)CCCCC2=C1CN(C(C1=CC=C2)=O)C2C(NC(CC2)=O)=O